3-[(1R)-1-(5,7-difluoro-3-methyl-1-benzofuran-2-yl)-2,2,2-trifluoroethyl]-1-{2-[(2S)-2-methylmorpholin-4-yl]pyrimidin-5-yl}urea FC=1C=C(C2=C(C(=C(O2)[C@H](C(F)(F)F)NC(NC=2C=NC(=NC2)N2C[C@@H](OCC2)C)=O)C)C1)F